tert-butyl 8-(3-(2,6-dioxopiperidin-3-yl)-1-methyl-1H-indazol-7-yl)-2,8-diazaspiro[5.5]undecane-2-carboxylate O=C1NC(CCC1C1=NN(C2=C(C=CC=C12)N1CC2(CCCN(C2)C(=O)OC(C)(C)C)CCC1)C)=O